methyl (E)-4-((3,5-dichloro-4-((5-isopropyl-6-oxo-1,6-dihydropyridazin-3-yl) oxy) phenyl) amino)-4-oxo-2-butenoate ClC=1C=C(C=C(C1OC1=NNC(C(=C1)C(C)C)=O)Cl)NC(/C=C/C(=O)OC)=O